6-chloro-3-methyl-triazolo[4,5-c]pyridine ClC1=CC2=C(C=N1)N(N=N2)C